C(C)(C)C1=C(C(=CC=C1)C(C)C)N=CC=NC1=C(C=CC=C1C(C)C)C(C)C 1,2-bis(2,6-di-iso-propylphenylimino)ethane